C(C)(C)(C)C=1C=C(C#N)C=C(N1)C 2-(tert-butyl)-6-methylisonicotinonitrile